C=1(C(=CC=CC1)CC(=O)Cl)C1=CC=C(C=C1)CC(=O)Cl 4'-biphenyldiacetoyl chloride